C(C)(C)(C)NC(=O)C1=CC=CC2=CN(N=C12)C1=CC=C(C=C1)C1CNCCC1 N-(tertiary butyl)-2-(4-(piperidine-3-yl)phenyl)-2H-indazole-7-formamide